(2,5-Diazabicyclo[2.2.1]heptan-2-yl)((1R,2S)-2-(3-isopropyl-2-(2-methylpyridin-4-yl)-1H-indol-5-yl)cyclopropyl)methanon C12N(CC(NC1)C2)C(=O)[C@H]2[C@H](C2)C=2C=C1C(=C(NC1=CC2)C2=CC(=NC=C2)C)C(C)C